BrC=1C=C(C(=NC1)C(=O)O)C(CC1=CC=C(C=C1)Cl)=O 5-bromo-3-[2-(4-chlorophenyl)acetyl]Pyridine-2-carboxylic acid